FC(S(=O)(=O)OC=1N=C2C(=NC1C)N(C(=C2C(N)=O)N)C2=C(C(=CC=C2C)OC)C)(F)F [6-amino-7-carbamoyl-5-(3-methoxy-2,6-dimethyl-phenyl)-3-methyl-pyrrolo[2,3-b]pyrazin-2-yl] trifluoromethanesulfonate